O1C2=C(OC[C@@H]1CN1CCN(CC1)C1=NN(C(=C1N1C(N(CC1)C)=O)C)C)C=CC=C2 (S)-1-(3-(4-((2,3-dihydrobenzo[b][1,4]dioxin-2-yl)methyl)piperazin-1-yl)-1,5-dimethyl-1H-pyrazol-4-yl)-3-methylimidazolidin-2-one